3-(2-chlorophenyl)propanal ClC1=C(C=CC=C1)CCC=O